C(#N)C=1C(=NC=CC1OC1CCN(CC1)C(=O)OCCCC)NC1=CC=C(C=C1)C(F)(F)F butyl 4-[[3-cyano-2-[4-(trifluoromethyl)anilino]-4-pyridyl]oxy]piperidine-1-carboxylate